5-{2-[(2-aminoethyl)amino]phenyl}-1-methyl-7-nitro-1,3-dihydro-2H-1,4-benzodiazepin-2-one NCCNC1=C(C=CC=C1)C1=NCC(N(C2=C1C=C(C=C2)[N+](=O)[O-])C)=O